7-[6-chloro-5-[(1R)-1-(3,5-dichloro-4-pyridyl)ethoxy]-1H-indazol-3-yl]-1-methylsulfonyl-2,3-dihydropyrido[2,3-b][1,4]oxazine ClC1=C(C=C2C(=NNC2=C1)C1=CC2=C(OCCN2S(=O)(=O)C)N=C1)O[C@H](C)C1=C(C=NC=C1Cl)Cl